NC1=NC2=C(C(=CC=C2C=C1)CN(C(=O)C=1C=NC=CC1)C1=C(C=CC=C1)S(=O)(=O)C)Cl N-[(2-amino-8-chloroquinolin-7-yl)methyl]-N-(2-methanesulfonylphenyl)pyridine-3-carboxamide